(3-phenyl-2-naphthyl)-boric acid C1(=CC=CC=C1)C=1C(=CC2=CC=CC=C2C1)OB(O)O